CC(C)(CCCC)C=1C=C(C=C(C1)O)O 5-(2-Methylhexan-2-YL)benzene-1,3-diol